tert-butyl 4-(2H-1,2,3-triazole-2-carbonyl)piperazine-1-carboxylate N=1N(N=CC1)C(=O)N1CCN(CC1)C(=O)OC(C)(C)C